OCCCCCCC=1N=C(N(C1)C1=CC=CC=C1)C1=C(C(=O)N)C=CC=C1C=1C=NN(C1)COCC[Si](C)(C)C (4-(6-hydroxyhexyl)-1-phenyl-1H-imidazol-2-yl)-3-(1-((2-(trimethylsilyl)ethoxy)methyl)-1H-pyrazol-4-yl)benzamide